C(#N)C=1C(=NC2=CC=CC=C2C1I)N1CCC2(CN(C2)C(=O)OC(C)(C)C)C1 tert-butyl 7-(3-cyano-4-iodo-2-quinolyl)-2,7-diazaspiro[3.4]octane-2-carboxylate